7-(6-(4-benzamidobenzamido)hexanamido)-3-(((2-(4-carboxy-4,5-dihydrothiazol-2-yl)benzo[d]thiazol-6-yl)oxy)methyl)-8-oxo-5-thia-1-azabicyclo[4.2.0]oct-2-ene-2-carboxylic acid 5-oxide C(C1=CC=CC=C1)(=O)NC1=CC=C(C(=O)NCCCCCC(=O)NC2C3S(CC(=C(N3C2=O)C(=O)O)COC2=CC3=C(N=C(S3)C=3SCC(N3)C(=O)O)C=C2)=O)C=C1